COC=1C=2N(C=C(N1)C(=O)N)N=CC2C 4-methoxy-3-methylpyrazolo[1,5-a]pyrazine-6-carboxamide